C(CCC)C=1NC(N(N1)C1=C(C=CC=C1)C)=O 5-butyl-2-(2-methylphenyl)-2,4-dihydro-3H-1,2,4-triazol-3-one